ClC1=C(C=C(C(=C1)F)C#N)S(=O)(=O)N CHLORO-5-CYANO-4-FLUOROBENZENESULFONAMIDE